NC=1C=C(C=C2C=C(N=NC12)NC(=O)[C@H]1[C@H](C1)F)C=1C=NC=CC1CC cis-N-(8-Amino-6-(4-ethylpyridin-3-yl)cinnolin-3-yl)-2-fluorocyclopropanecarboxamide